CC1(CCC=2C1=NC1=C(C2NC(=O)N=[S@@](=O)(N)C=2SC(=C(C2)F)C(C)(C)O)CCC1)C (S)-N'-((3,3-dimethyl-1,2,3,5,6,7-hexahydrodicyclopenta[b,e]pyridin-8-yl)carbamoyl)-4-fluoro-5-(2-hydroxypropan-2-yl)thiophene-2-sulfonimidamide